NC=1C=NC2=CC=C(C=C2N1)CN(C(=O)C=1C=NC(=NC1)C)C1=CC=CC=2C(CCS(C21)(=O)=O)(F)F N-[(3-aminoquinoxalin-6-yl)methyl]-N-(4,4-difluoro-1,1-dioxo-3,4-dihydro-2H-1λ6-benzothiopyran-8-yl)-2-methylpyrimidine-5-carboxamide